6,12-dioxo-2-(piperazine-1-carbonyl)-6,12-dihydroindolo[2,1-b]quinazoline-8-carbonitrile hydrochloride salt Cl.O=C1C2=CC(=CC=C2N2C1=NC1=CC=C(C=C1C2=O)C(=O)N2CCNCC2)C#N